5-((2-(dimethylphosphoryl)-5-fluorobenzyl)amino)-N-methyl-1-(tetrahydro-2H-pyran-2-yl)-1H-indazole-3-carboxamide CP(=O)(C)C1=C(CNC=2C=C3C(=NN(C3=CC2)C2OCCCC2)C(=O)NC)C=C(C=C1)F